(R)-1-(2-chloropyridin-3-yl)ethyl (4-(5-(2-methoxyacetamido)pyridin-2-yl)-1-methyl-1H-1,2,3-triazol-5-yl)carbamate COCC(=O)NC=1C=CC(=NC1)C=1N=NN(C1NC(O[C@H](C)C=1C(=NC=CC1)Cl)=O)C